tert-butyl (4-(6-methyl-4,8-dioxo-1,3,6,2-dioxazaborocan-2-yl)thiazol-2-yl)carbamate CN1CC(OB(OC(C1)=O)C=1N=C(SC1)NC(OC(C)(C)C)=O)=O